OC1=C(C=CC(=C1)C(F)(F)F)C1=C(N=CN=N1)C 6-[2-hydroxy-4-(trifluoromethyl)phenyl]-5-methyl-1,2,4-triazin